6-((2-(1-(cyclopropylsulfonyl)-1H-pyrazol-4-yl)pyrimidin-4-yl)amino)-4-(isopropylamino)-N-(2-(isopropylsulfonyl)ethyl)nicotinamide C1(CC1)S(=O)(=O)N1N=CC(=C1)C1=NC=CC(=N1)NC1=NC=C(C(=O)NCCS(=O)(=O)C(C)C)C(=C1)NC(C)C